CN1C(NC2=C1C=C(C=C2)N2CCC(CC2)NC)=O 3-Methyl-5-(4-(methylamino)piperidin-1-yl)-2-oxo-2,3-dihydro-1H-benzo[d]imidazole